C(C)C(=CC1=CC=CC=C1)CCC ethyl-propyl-styrene